monophospho-3-deoxy-8-O-acetyl-D-glycero-D-galacto-nonulosonic acid P(=O)(O)(O)O[C@@H](CC(C(=O)O)=O)[C@@H](O)[C@@H](O)[C@H](O)[C@H](OC(C)=O)CO